2-[4-[(3S)-piperidin-3-yl]phenyl]-2H-indazole-7-carboxamide tosylate monohydrate O.S(=O)(=O)(O)C1=CC=C(C)C=C1.N1C[C@@H](CCC1)C1=CC=C(C=C1)N1N=C2C(=CC=CC2=C1)C(=O)N